O1CCC(CC1)N1C(=NC2=C1C=CC=C2)C(=O)O (tetrahydro-2H-pyran-4-yl)-1H-benzo[d]imidazole-carboxylic acid